THIAZOLOPYRIMIDINE N1=CSC2=C1C=NC=N2